CS(=O)(=O)C=1N=CC2=C(N1)C(CN(C2=O)CCC(=O)OC(C)(C)C)(C)C tert-butyl 3-(2-methylsulfonyl-5-oxo-8,8-dimethyl-7,8-dihydropyrido[4,3-d]pyrimidin-6(5H)-yl)propanoate